N'-acetyl-4-amino-N-((3-chloro-5-(trifluoromethyl)pyridin-2-yl)methyl)-N',1-dimethyl-1H-pyrazolo[4,3-c]quinoline-8-carbohydrazide C(C)(=O)N(N(C(=O)C1=CC=2C3=C(C(=NC2C=C1)N)C=NN3C)CC3=NC=C(C=C3Cl)C(F)(F)F)C